4-SULFONYLAMINOCARBONYLQUINOLINE S(=O)(=O)=NC(=O)C1=CC=NC2=CC=CC=C12